tert-butyl-6-fluoro-3-(methoxy(methyl)carbamoyl)-1H-indole-1-carboxylate C(C)(C)(C)OC(=O)N1C=C(C2=CC=C(C=C12)F)C(N(C)OC)=O